CN(C/C=C/C(=O)OC)CCCN1CCNCC1 methyl (E)-4-[methyl(3-piperazin-1-ylpropyl)amino]but-2-enoate